FC1=CC(=C(C(=C1)C(C)C)NC(=O)N=[S@](=O)(N)C1=CC=C(C=C1)S(=O)(=O)C)C(C)C (R)-N'-(4-fluoro-2,6-diisopropylphenylcarbamoyl)-4-(methylsulfonyl)benzene-sulfonimidamide